4-((3-isopropyl-5-methylpyrazolo[1,5-a]pyrimidin-7-yl)amino)piperidine-1-carboxylic acid (1-(tert-butyloxycarbonyl)-3-fluoroazetidine-3-yl)methyl ester C(C)(C)(C)OC(=O)N1CC(C1)(F)COC(=O)N1CCC(CC1)NC1=CC(=NC=2N1N=CC2C(C)C)C